4-(trifluoromethyl)-N-[(1S,2S,3S,5R)-2,6,6-trimethylnorpinan-3-yl]-1H-pyrrolo[2,3-c]pyridine-2-carboxamide FC(C1=C2C(=CN=C1)NC(=C2)C(=O)N[C@@H]2[C@H]([C@H]1C([C@@H](C2)C1)(C)C)C)(F)F